thieno[3,2-f]quinoxalin-8-one N1=CC=NC=2C=CC3=C(C12)CC(S3)=O